N1C=CC2=C(C=CC=C12)CNC([C@H](C)NC([C@H](C)NC(=O)C=1N=C(SC1)C)=O)=O N-((S)-1-(((S)-1-(((1H-indol-4-yl)methyl)amino)-1-oxopropan-2-yl)amino)-1-oxopropan-2-yl)-2-methylthiazole-4-carboxamide